FC=1C=C2C(=CNC2=CC1F)NC(C1=CC(=CC=C1)OC(C(F)F)(F)F)=O N-(5,6-difluoro-1H-indol-3-yl)-3-(1,1,2,2-tetrafluoro-ethoxy)benzamide